3-(benzyloxy)-1-(but-3-en-2-ylamino)-N-(2,4-difluorobenzyl)-N-((S)-1-Hydroxybut-3-en-2-yl)-4-oxo-1,4-dihydropyridine-2,5-dicarboxamide C(C1=CC=CC=C1)OC1=C(N(C=C(C1=O)C(=O)N)NC(C)C=C)C(=O)N([C@H](CO)C=C)CC1=C(C=C(C=C1)F)F